Butyl-(3-bromopropoxy)dimethylsilane C(CCC)[Si](C)(C)OCCCBr